(S)-2-bromo-1-(6,7-dichloro-8-methoxy-1-methyl-1,3-dihydro-2H-pyrrolo[3,4-c]quinolin-2-yl)ethan-1-one BrCC(=O)N1CC=2C=NC=3C(=C(C(=CC3C2[C@@H]1C)OC)Cl)Cl